ClC=1C2=C(C=NC1OC[C@@H](CO)N)CC(C2)CNCCC2CN(C(O2)=O)C=2C=CC=1OCC(NC1N2)=O |r| 6-[5-[2-[[4-chloro-3-[rac-(2R)-2-amino-3-hydroxypropoxy]-6,7-dihydro-5H-cyclopenta[c]pyridin-6-yl]methylamino]ethyl]-2-oxo-1,3-oxazolidin-3-yl]-4H-pyrido[3,2-b][1,4]oxazin-3-one